COCCN(C1=CC=C(S1)\C=C\1/C(=NOC1=O)C(F)(F)F)CCOC (E)-4-((5-(bis(2-methoxyethyl)amino)thiophen-2-yl)methylene)-3-(trifluoromethyl)isoxazol-5(4H)-one